6-ethyl-2-methyl-1,2,3,4-tetrahydroquinoline C(C)C=1C=C2CCC(NC2=CC1)C